1-(2-((2-ethoxy-4-(4-methyl-4H-1,2,4-triazol-3-yl)phenyl)amino)-6-methylpyrido[3,4-d]pyrimidin-8-yl)-2,2-dimethylazetidine-3-carbonitrile C(C)OC1=C(C=CC(=C1)C1=NN=CN1C)NC=1N=CC2=C(N1)C(=NC(=C2)C)N2C(C(C2)C#N)(C)C